N-(4-(4-(6-methyl-2-(pyrrolidin-1-yl)pyrimidin-4-yl)-1H-pyrazol-1-yl)-3-(6-azaspiro[2.5]oct-6-yl)phenyl)-2-hydroxyethane-1-sulfonamide CC1=CC(=NC(=N1)N1CCCC1)C=1C=NN(C1)C1=C(C=C(C=C1)NS(=O)(=O)CCO)N1CCC2(CC2)CC1